O=C1N(C=CC(N1)=O)[C@H]1[C@@H]([C@@]([C@H](O1)COP(=O)(OC1=CC=CC=C1)N[C@@H](C)C(=O)OC(C)C)(C)O)O isopropyl ((((2R,3R,4R,5R)-5-(2,4-dioxo-3,4-dihydropyrimidin-1(2H)-yl)-3,4-dihydroxy-3-methyltetrahydrofuran-2-yl)methoxy)(phenoxy)phosphoryl)-L-alaninate